C(C1=CC=CC=C1)(=O)NC1=C2N=CN(C2=NC=N1)[C@H]1[C@H](OC(C2=CC=CC=C2)=O)[C@@H](O)CO1 N6-benzoyl-9-(2'-O-benzoyl-α-L-threofuranosyl)adenine